NC=1C=C2C(N(C(C2=CC1N)=O)CC(=O)O)=O 2-(5,6-diamino-1,3-dioxoisoindolin-2-yl)acetic acid